2,4-bis(2',5'-dicarboxyphenyl)benzoic acid C(=O)(O)C1=C(C=C(C=C1)C(=O)O)C1=C(C(=O)O)C=CC(=C1)C1=C(C=CC(=C1)C(=O)O)C(=O)O